(S)-N-(3-chloro-4-fluorophenyl)-3-(4-ethyl-6-methylpyridin-2-yl)-N-methyl-2-oxooxazolidine-4-carboxamide ClC=1C=C(C=CC1F)N(C(=O)[C@H]1N(C(OC1)=O)C1=NC(=CC(=C1)CC)C)C